BrC1=C(C=NC(=C1)Cl)C(C([2H])([2H])[2H])O 1-(4-bromo-6-chloro-3-pyridyl)-2,2,2-trideuterio-ethanol